C1(=CC=CC=C1)CCCC1=NOC(=N1)[C@H]1N(CCC1)C(=O)OC1CCCC1 Cyclopentyl (S)-2-(3-(3-phenylpropyl)-1,2,4-oxadiazol-5-yl)pyrrolidine-1-carboxylate